N=S(=O)(CCC1CCN(CC1)C=1C(=NC=2N(C1)N=CN2)C)C imino(methyl)(2-(1-(5-methyl-[1,2,4]triazolo[1,5-a]pyrimidin-6-yl)piperidin-4-yl)ethyl)-λ6-sulfanone